(R)-3-((2-(Piperazin-1-yl)phenyl)amino)piperidine-2,6-dione N1(CCNCC1)C1=C(C=CC=C1)N[C@H]1C(NC(CC1)=O)=O